3-((2S)-3-(8-(3-cyano-4-methylphenylsulfonyl)-1-oxa-8-azaspiro[4.5]decan-3-ylamino)-2-hydroxypropoxy)-N-methylbenzenesulfonamide C(#N)C=1C=C(C=CC1C)S(=O)(=O)N1CCC2(CC(CO2)NC[C@@H](COC=2C=C(C=CC2)S(=O)(=O)NC)O)CC1